2-(1-(3-(4-acetylphenyl)-4-amino-1H-pyrazolo[3,4-d]pyrimidin-1-yl)ethyl)-3-(3-fluorophenyl)-4H-chromen-4-one C(C)(=O)C1=CC=C(C=C1)C1=NN(C2=NC=NC(=C21)N)C(C)C=2OC1=CC=CC=C1C(C2C2=CC(=CC=C2)F)=O